C(CCC)OC(C)COC(C)COC(C)CO tripropylene glycol butyl ether